(2R,4R,5R)-2-(tert-butyl)-5-(2-cyclopentylethyl)-3-formyl-1,3-selenazolidine-4-carboxylic acid methyl ester COC(=O)[C@H]1N([C@H]([Se][C@@H]1CCC1CCCC1)C(C)(C)C)C=O